C(C)OC(C)OCC\C=C/CC (Z)-1-(1-ethoxyethoxy)hex-3-ene